O(P(OC(C)C)(=O)OP(=O)(OC(C)C)OC(C)C)C(C)C Tetraisopropyl pyrophosphate